methyl 3-[4-[[2-[2-[tert-butoxycarbonyl(2,2,2-trifluoroethyl)amino]-4-pyridyl] oxazole-4-carbonyl]amino]-3-carbamoyl-pyrazol-1-yl]benzoate C(C)(C)(C)OC(=O)N(C1=NC=CC(=C1)C=1OC=C(N1)C(=O)NC=1C(=NN(C1)C=1C=C(C(=O)OC)C=CC1)C(N)=O)CC(F)(F)F